[1,1'-Biphenyl]-4-ylmethyl methacrylate [1,1'-biphenyl]-4-yl-methacrylate C1(=CC=C(C=C1)OC(C(=C)C)=O)C1=CC=CC=C1.C(C(=C)C)(=O)OCC1=CC=C(C=C1)C1=CC=CC=C1